N'-(((2,3-dimethylbutane-2,3-diyl)bis(oxy))bis(ethane-2,1-diyl))bis(4-methylbenzenesulfonamide) CC(C)(C(C)(C)OCCC1=C(C=CC(=C1)C)S(=O)(=O)N)OCCC1=C(C=CC(=C1)C)S(=O)(=O)N